8-amino-4,4-dimethyl-N-{4-[2-oxo-2-(4-phenylpiperazin-1-yl)ethyl]-1,3-thiazol-2-yl}-4,5-dihydro-1H-pyrazolo[4,3-H]quinazoline-3-carboxamide NC1=NC=2C3=C(C(CC2C=N1)(C)C)C(=NN3)C(=O)NC=3SC=C(N3)CC(N3CCN(CC3)C3=CC=CC=C3)=O